(4-(5-methyl-1H-indol-3-yl)piperidin-1-yl)ethan-1-amine CC=1C=C2C(=CNC2=CC1)C1CCN(CC1)C(C)N